N1=C(C=CC=C1)[C@H](C)NC(=O)[C@H]1CN(CC[C@@H]1NC(=O)C1=NOC(=C1)C1=C(C=C(C=C1)F)F)[C@H]1[C@H](CCCC1)O (3S,4S)-4-{[5-(2,4-difluoro-phenyl)-isoxazole-3-carbonyl]-amino}-1-((1R,2S)-2-hydroxy-cyclohexyl)-piperidine-3-carboxylic acid ((1S)-1-pyridin-2-yl-ethyl)-amide